COC=1N=CC2=C(N1)C(=CC=N2)C2=CC=1C(NC(CC1N2)C(F)(F)F)=O 2-{2-methoxypyrido[3,2-d]pyrimidin-8-yl}-6-(trifluoromethyl)-1H,5H,6H,7H-pyrrolo[3,2-c]pyridin-4-one